FC1=C(C=CC=C1N1C[C@H](OCC1)C)NC(C1=C(C=C(C=C1)NS(=O)(=O)CCO)N1CCC2(CC2)CC1)=O (R)-N-(2-fluoro-3-(2-methylmorpholino)phenyl)-4-((2-hydroxyethyl)sulfonylamino)-2-(6-azaspiro[2.5]oct-6-yl)benzamide